C(=O)OC1=CC=C(C=C1)N 4-amino-phenyl formate